N-((S)-5-(7,7-difluoro-2-((2S,3R)-3-hydroxy-2-methylazetidin-1-yl)-6,7-dihydro-5H-cyclopenta[d]pyrimidin-4-yl)-2,3-dihydro-1H-inden-1-yl)methanesulfonamide FC1(CCC2=C1N=C(N=C2C=2C=C1CC[C@@H](C1=CC2)NS(=O)(=O)C)N2[C@H]([C@@H](C2)O)C)F